1-(2-chlorothieno[3,2-d]pyrimidin-4-yl)-N-(1-adamantyl)piperidine-3-carboxamide ClC=1N=C(C2=C(N1)C=CS2)N2CC(CCC2)C(=O)NC21CC3CC(CC(C2)C3)C1